butyl 2-(piperazine-1-carbonyl)hydrazine-1-carboxylate N1(CCNCC1)C(=O)NNC(=O)OCCCC